6-phenylfuro[2,3-d]pyrimidin C1(=CC=CC=C1)C1=CC2=C(N=CN=C2)O1